C(C)OC1=NC=CC=C1C=1C=C(C=2N(N1)C(=NC2C(C)C)C)NCC2=NOC=N2 2-(2-ethoxy-3-pyridinyl)-5-isopropyl-7-methyl-N-(1,2,4-oxadiazol-3-ylmethyl)imidazo[1,5-b]pyridazin-4-amine